6-methylisoquinoline-1,5-diamine CC1=C(C=2C=CN=C(C2C=C1)N)N